1,4-dimethyl-butyl-sulfonate CC(CCCC)S(=O)(=O)[O-]